N1BCC=C1 1,2-dihydro-1,2-azaborol